4-({4-[(8-hydroxy-2,4-dioxo-1H-quinazolin-3-yl)methyl]-1,2,3-triazacyclopent-1-yl}methyl)benzene-1-carbonitrile OC=1C=CC=C2C(N(C(NC12)=O)CC1NNN(C1)CC1=CC=C(C=C1)C#N)=O